C(C=1C(C(=O)OCC(CCCCCC)CCC)=CC=CC1)(=O)OCC(CCCCCC)CCC di(2-propyloctyl) phthalate